FC(C=1C=CC=2N(N1)C(=CN2)C2=CC(=NC=C2)N2CC1(CN(C1)S(=O)(=O)C)CCC2)F 6-(Difluoromethyl)-3-(2-(2-(methylsulfonyl)-2,6-diazaspiro[3.5]nonan-6-yl)pyridin-4-yl)imidazo[1,2-b]pyridazine